3-methyl-3-nitrobutanoic acid CC(CC(=O)O)(C)[N+](=O)[O-]